(Z)-N'-hydroxy-3-nitrobenzamidine O\N=C(\C1=CC(=CC=C1)[N+](=O)[O-])/N